FC=1C=C(C=CC1)N1C(=NC(=C1)C1=CC=CC=C1)SCC1=C(C=CC=C1)C(F)(F)F 1-(3-fluorophenyl)-4-phenyl-2-((2-(trifluoromethyl)benzyl)thio)-1H-imidazole